3-fluoro-5,6-dimethoxybenzo[b]selenophene-2-carboxylic acid FC=1C2=C([Se]C1C(=O)O)C=C(C(=C2)OC)OC